Pteroyl-Threonine C(C1=CC=C(NCC2=CN=C3N=C(N)NC(=O)C3=N2)C=C1)(=O)N[C@@H]([C@H](O)C)C(=O)O